NC1=C(C(=O)N)C=C(C=C1)C1=CC=CC=C1 2-Amino-5-phenylbenzamide